2,4-bis(octyloxy)-6-(3-triethoxysilylpropyl)amino-1,3,5-triazine C(CCCCCCC)OC1=NC(=NC(=N1)OCCCCCCCC)NCCC[Si](OCC)(OCC)OCC